O=C1NC(CCC1N1C(C2=CC=C(C=C2C1=O)NCCCCCCCNC(OC(C)(C)C)=O)=O)=O tert-Butyl (7-((2-(2,6-dioxopiperidin-3-yl)-1,3-dioxoisoindolin-5-yl)amino)heptyl)carbamate